methylbiphenyl-4-amine CC1=C(C=CC(=C1)N)C1=CC=CC=C1